3-(4,5-dimethylthiazol-2-yl)-diphenyltetrazolium bromide salt [Br-].CC=1N=C(SC1C)N1N=[N+](C(=N1)C1=CC=CC=C1)C1=CC=CC=C1